COC1=NN(C=C1C(=O)NC1=NC(=CC=C1)C=1N2C(=NN1)CC[C@@H]2C)CC2(COC2)C (S)-3-methoxy-N-(6-(5-methyl-6,7-dihydro-5H-pyrrolo[2,1-c][1,2,4]triazol-3-yl)pyridin-2-yl)-1-((3-methyloxetan-3-yl)methyl)-1H-pyrazole-4-carboxamide